tert-Butyl N-[3-({2-[4,7,10-tris(carboxymethyl)-1,4,7,10-tetraazacyclododecan-1-yl]acetamido}methyl)benzoyl]glycyl-6-(2,5-dioxo-2,5-dihydro-1H-pyrrol-1-yl)-L-norleucinate C(=O)(O)CN1CCN(CCN(CCN(CC1)CC(=O)O)CC(=O)O)CC(=O)NCC=1C=C(C(=O)NCC(=O)N[C@@H](CCCCN2C(C=CC2=O)=O)C(=O)OC(C)(C)C)C=CC1